C(N)(=O)C1=NC=CC(=N1)COC1=CC=C(C=C1)C(C)(C)C1=CC=C(OCCCNC(OC(C)(C)C)=O)C=C1 tert-butyl (3-(4-(2-(4-((2-carbamoylpyrimidin-4-yl)methoxy)phenyl)propane-2-yl)phenoxy)propyl)carbamate